3a,7a-dihydroxyl-hexahydro-4H-indole OC12CCNC2(CCCC1)O